O1CNC=CCC1 2,3,6,7-tetrahydro-1,3-oxaazepin